FC(C=1C=CC(=C(N)C1)OC1=CC=CC=C1)(F)F 5-trifluoromethyl-2-phenoxyaniline